CC1(OCCCNC1=O)C 2,2-dimethyl-3-oxo-1,4-oxazepan